(4-fluoro-3-methoxy-phenyl)-(2,4,6-trimethylphenyl)iodonium trifluoromethanesulfonate FC(S(=O)(=O)[O-])(F)F.FC1=C(C=C(C=C1)[I+]C1=C(C=C(C=C1C)C)C)OC